NC=1CCC([C@@](N1)(C(F)F)C=1C=C(C=CC1F)NC(=O)C=1N=C(OC1)C)(F)F (S)-N-(3-(6-amino-2-(difluoromethyl)-3,3-difluoro-2,3,4,5-tetrahydropyridin-2-yl)-4-fluorophenyl)-2-methyloxazole-4-carboxamide